Dioxolane-2-yl-aniline O1C(OCC1)NC1=CC=CC=C1